5-[6-(2-Benzofuran-6-yl-ethylamino)-pyrimidin-4-yl]-3-ethoxy-thiophene O1C=CC2=C1C=C(C=C2)CCNC2=CC(=NC=N2)C2=CC(=CS2)OCC